COC1=CC=CC(=N1)C(C)(CC)O 2-(6-methoxy-pyridin-2-yl)-butan-2-ol